CNC(C1=NC=CC(=C1)CNCC1=C(C=CC(=C1)NC(C1=CC(=CC(=C1)C(F)(F)F)CN1CCN(CC1)C)=O)C)=O N-methyl-4-(((2-methyl-5-(3-((4-methylpiperazin-1-yl)methyl)-5-(trifluoromethyl)benzamido)benzyl)amino)methyl)picolinamide